3-(4-bromo-1-methyl-1H-pyrazol-5-yl)-1-cyclopropoxy-2-naphthonitrile BrC=1C=NN(C1C=1C(=C(C2=CC=CC=C2C1)OC1CC1)C#N)C